2-(1H-imidazol-1-yl)-N-((1r,4r)-4-methoxycyclohexyl)isonicotinamide N1(C=NC=C1)C=1C=C(C(=O)NC2CCC(CC2)OC)C=CN1